CC1(CCCCC1)NC(O)=O.C(N)(OC1(C(CCCC1)CN)C)=O aminomethyl-1-methylcyclohexyl carbamate (1-methyl cyclohexyl carbamate)